C(C)(C)(C)OC(=O)N1C(CNCC1)C=1C(=C2C=NC=NC2=CC1)F 5-fluoroquinazolin-6-yl-piperazine-1-carboxylic acid tert-butyl ester